(S)-4-(4-(2-(2-hydroxyphenyl)-6a,7,9,10-tetrahydro-5H-pyrazino[1',2':4,5]pyrazino[2,3-c]pyridazin-8(6H)-yl)-[1,4'-bipiperidin]-1'-yl)-2-methylbenzoic acid OC1=C(C=CC=C1)C=1C=C2C(=NN1)NC[C@@H]1N2CCN(C1)C1CCN(CC1)C1CCN(CC1)C1=CC(=C(C(=O)O)C=C1)C